5-((4-(2-(2-chlorophenoxy)acetyl)piperazin-1-yl)sulfonyl)indoline-2,3-dione ClC1=C(OCC(=O)N2CCN(CC2)S(=O)(=O)C=2C=C3C(C(NC3=CC2)=O)=O)C=CC=C1